1-benzyl-N-(5-methyl-4-oxo-7-(3-oxo-3-(pyrrolidin-1-yl)propyl)-2,3,4,5-tetrahydrobenzo[b][1,4]oxazepin-3-yl)-1H-1,2,4-triazole-3-carboxamide C(C1=CC=CC=C1)N1N=C(N=C1)C(=O)NC1C(N(C2=C(OC1)C=CC(=C2)CCC(N2CCCC2)=O)C)=O